NC=1N=NC(=CC1)N 3,6-diaminopyridazine